COC1=C(C=CC=C1)CNC(=O)C1CN(CCN1C)C1=CC=C2C(=NNC2=C1)C(=O)NC 6-(3-{[(2-methoxyphenyl)methyl]carbamoyl}-4-methylpiperazin-1-yl)-N-methyl-1H-indazole-3-carboxamide